(2,4,5-trifluorobenzyl)hydrazine hydrochloride Cl.FC1=C(CNN)C=C(C(=C1)F)F